C(C)(C)(C)OC(NC1=C2CCCC2=CC=2OCCC21)=O (3,5,6,7-tetrahydro-2H-indeno[5,6-b]furan-4-yl)carbamic acid tert-butyl ester